t-butyl nitrite N(=O)OC(C)(C)C